C(C)(=O)OC=1C=NC=CC1 3-acetoxypyridine